C(C1=CC=CC=C1)OC(=O)N1C(OC(C1)=O)C(C)(C)C 3-benzyloxycarbonyl-2-tert-butyl-1,3-oxazolidine-5-one